(E)-4-(2,3-dimethylphenyl)-2,4,7-trimethyloct-2,6-dienal CC1=C(C=CC=C1C)C(/C=C(/C=O)\C)(CC=C(C)C)C